FC1=C(C=CC=C1)COC1=CC2=C(N(N=C2C=C1)C)C(=O)N 5-[(2-fluorophenyl)methoxy]-2-methyl-2H-indazole-3-carboxamide